(+)-5-[3-[3-[[2-fluoro-4-(trifluoromethyl)phenyl]methoxy]azetidin-1-yl]-3-oxo-propyl]morpholin-3-one FC1=C(C=CC(=C1)C(F)(F)F)COC1CN(C1)C(CCC1COCC(N1)=O)=O